C1=NC(C2(C3=CC=NC=C13)CC2)=O spiro[cyclopropane-1,4'-[2,7]naphthyridin]-3'-one